C(C)(C)(C)OC(N[C@H](C(=O)N1[C@@H]([C@H]2C([C@H]2C1)(C)C)C(NC(C=1C=NC=C(C1)C(F)(F)F)C#N)=O)C(C)(C)C)=O tert-butyl((2S)-1-((1R,2S,5S)-2-((cyano (5-(trifluoromethyl)pyridin-3-yl)methyl)carbamoyl)-6,6-dimethyl-3-azabicyclo[3.1.0]hexan-3-yl)-3,3-dimethyl-1-oxobutan-2-yl)carbamate